(E)-N-(2-Morpholinoethyl)-2-((8-((4-(trifluoromethyl)phenyl)sulfonamido)quinolin-2-yl)methylene)hydrazine-1-carbothioamide O1CCN(CC1)CCNC(=S)N/N=C/C1=NC2=C(C=CC=C2C=C1)NS(=O)(=O)C1=CC=C(C=C1)C(F)(F)F